C(C1=CC=CC=C1)[N+](=CC1=CC(=C(C=C1)C)C)[O-] N-benzyl-alpha-(3,4-dimethylphenyl)nitrone